2-phenyl-4-[bis(2-methylphenyl)phosphono]-4H-chromene C1(=CC=CC=C1)C=1OC2=CC=CC=C2C(C1)P(=O)(OC1=C(C=CC=C1)C)OC1=C(C=CC=C1)C